C(C1=CC=CC=C1)NCCCCCCCCCCCCN N-benzyldodecane-1,12-diamine